C1(CCC1)C=1N=CC2=C(N1)NC=C2C2=CC=1N(C=C2)N=CC1C(=O)NC1CCN(CC1)C 5-(2-Cyclobutyl-7H-pyrrolo[2,3-d]pyrimidin-5-yl)-N-(1-methylpiperidin-4-yl)pyrazolo[1,5-a]pyridine-3-carboxamide